N-[4-(piperidine-1-sulfonyl)phenyl]-2-(4-{1H-pyrrolo[2,3-d]pyrimidin-4-yl}piperazin-1-yl)acetamide N1(CCCCC1)S(=O)(=O)C1=CC=C(C=C1)NC(CN1CCN(CC1)C1=C2C(NC=N1)=NC=C2)=O